4-(1-acryloylpiperidin-3-yl)-3-methyl-1H-indole-7-carboxamide C(C=C)(=O)N1CC(CCC1)C1=C2C(=CNC2=C(C=C1)C(=O)N)C